[13C](C(=O)C)(=O)[O-] [13C]-pyruvate